4-Fluoro-N-{1-[5-(2-methyloxan-2-carbonyl)-5,6,7,8-tetrahydro-1,5-naphthyridin-2-yl]ethyl}benzamid FC1=CC=C(C(=O)NC(C)C2=NC=3CCCN(C3C=C2)C(=O)C2(OCCCC2)C)C=C1